CC(CCC(=O)OCC)CCC Ethyl 4-methylheptanoate